CC1=NC=CC(N1)=O 2-methylpyrimidin-4(3H)-one